N-(1-cyanocyclopropyl)piperidine-1-carboxamide C(#N)C1(CC1)NC(=O)N1CCCCC1